CC1C(C(CC=C1)(C)C)C(C)=O 1-(2,6,6-trimethylcyclohex-3-en-1-yl)ethan-1-one